2-(4-aminophenyl)-3-(6-cyclopropoxypyridin-3-yl)imidazo[1,2-c]pyrimidin-5-amine NC1=CC=C(C=C1)C=1N=C2N(C(=NC=C2)N)C1C=1C=NC(=CC1)OC1CC1